FC(C=1C=C(OC2=NNC3=C2CN(CC3)C(=O)OC(C)(C)C)C=CC1[N+](=O)[O-])F tert-butyl 3-[3-(difluoromethyl)-4-nitrophenoxy]-1H,4H,6H,7H-pyrazolo[4,3-c]pyridine-5-carboxylate